CC=1OC2=C(C1)C=C(C=C2)OCC=2C(N(C=CC2)C2CC1(COC1)C2)C(F)(F)F 2-methyl-N-(2-oxaspiro[3.3]heptan-6-yl)-5-((2-(trifluoromethyl)pyridin-3-yl)methoxy)benzofuran